FC(C1=CC=C(C=C1)/C=C/C(=O)C1=CC=C(OCC(=O)N[C@H]2[C@@H]([C@@H]3CC[C@H]([C@@H]4CC[C@@]5(OO[C@]43[C@H](O2)O5)C)C)C)C=C1)(F)F 2-[4-[(E)-3-[4-(Trifluoromethyl)phenyl]prop-2-enoyl]phenoxy]-N-[(1S,4S,5R,8S,9R,10R,12R,13R)-1,5,9-trimethyl-11,14,15,16-tetraoxatetracyclo[10.3.1.04,13.08,13]hexadecan-10-yl]acetamide